C(C)(C)C=1C=C(C2=C(N=C(O2)N2CC3CCCC(C2)N3C(=O)OC(C)(C)C)C1)C=1SC=CN1 tert-Butyl 3-(5-isopropyl-7-(thiazol-2-yl)benzo[d]oxazol-2-yl)-3,9-diazabicyclo[3.3.1]nonane-9-carboxylate